NC(CNC1=NC(=C2C(=N1)N(N=C2)C)NC2=CC=C(C=C2)C(F)(F)F)C2=C(C=CC=C2)Cl 6-N-[2-amino-2-(2-chlorophenyl)ethyl]-1-methyl-4-N-[4-(trifluoromethyl)phenyl]pyrazolo[3,4-d]pyrimidine-4,6-diamine